C(C)[C@H]1N(C[C@@H](NC1)CC)C(C)C1=NC=2N(C=C1)N=C(C2F)C 5-(1-((2R,5S)-2,5-diethylpiperazin-1-yl)ethyl)-3-fluoro-2-methylpyrazolo[1,5-a]pyrimidine